N1=C(C=CC=C1)C1=NC2=CC=CC=C2C(=C1)C1=CC=C(C=C1)C(F)(F)F 2-(Pyridin-2-yl)-4-[4-(trifluoromethyl)phenyl]quinoline